C(C)[C@H]1N(C[C@@H](NC1)CC)C(C)C=1SC2=C(N1)C=CC=C2 2-(1-((2R,5S)-2,5-diethylpiperazin-1-yl)ethyl)benzo[d]thiazole